IC=1C=C(C=CC1)B1OC(C(O1)(C)C)(C)C 2-(3-Iodophenyl)-4,4,5,5-tetramethyl-1,3,2-dioxaborolane